6-[4-Fluoro-2-(1-methylpiperidin-4-yl)-1,3-benzothiazol-6-yl]-2-methylimidazo[1,2-b]pyridazin FC1=CC(=CC2=C1N=C(S2)C2CCN(CC2)C)C=2C=CC=1N(N2)C=C(N1)C